COC1=C(C=C2C=CC(=NC2=C1)C)C1=CN=C(O1)[C@H](CCCCCC(CC)=O)NC(=O)[C@H]1CC12CCN(CC2)C (S)-N-((S)-1-(5-(7-methoxy-2-methylquinolin-6-yl)oxazol-2-yl)-7-oxononyl)-6-methyl-6-azaspiro[2.5]octane-1-carboxamide